6-methyl-3,5-octadien-2-one CC(=CC=CC(C)=O)CC